4-Methyl 1-(2-methyl-2-propanyl) 4-(2-anilino-7-{4-[(benzyloxy)carbonyl]phenyl}-6-methyl-8-oxo-7,8-Dihydro-9H-purin-9-yl)-1,4-piperidinedicarboxylate N(C1=CC=CC=C1)C1=NC(=C2N(C(N(C2=N1)C1(CCN(CC1)C(=O)OC(C)(C)C)C(=O)OC)=O)C1=CC=C(C=C1)C(=O)OCC1=CC=CC=C1)C